2-amino-N-(4-hydroxy-bicyclo-[2.2.2]oct-1-yl)-5-(4-(3-(tetrahydro-2H-pyran-4-yl)-3-aza-bicyclo[3.1.0]-hex-1-yl)phenyl)nicotinamide NC1=C(C(=O)NC23CCC(CC2)(CC3)O)C=C(C=N1)C1=CC=C(C=C1)C13CN(CC3C1)C1CCOCC1